(Z)-1-(4-amino-2-fluoro-but-2-en-1-yl)-4-(1,3-dimethyl-1H-pyrazol-5-yl)-1H-benzo[d]imidazole-6-carbonitrile hydrochloride Cl.NC\C=C(\CN1C=NC2=C1C=C(C=C2C2=CC(=NN2C)C)C#N)/F